C(C1=CC=CC=C1)OC1=CC=C(C=C1)C=1C2=C(NC(N1)=N)NC(NC2=O)=O 5-(4-(Benzyloxy)phenyl)-7-imino-7,8-dihydropyrimido[4,5-d]pyrimidine-2,4(1H,3H)-dione